(E)-methyl but-2-enoate C(\C=C\C)(=O)OC